5-Phenyl-pentanoyl chloride C1(=CC=CC=C1)CCCCC(=O)Cl